C(C)(C)C1=NC(=C2C(=N1)N(N=C2)C2=CC=CC=C2)NC=2N=CN(C2)C2=CC(=C(C(=C2)OC)OC)OC 6-isopropyl-1-phenyl-N-(1-(3,4,5-trimethoxyphenyl)-1H-imidazol-4-yl)-1H-pyrazolo[3,4-d]pyrimidin-4-amine